1-[(3R)-3-(4-amino-3-(4-phenoxyphenyl)-1H-pyrazolo[3,4-d]pyrimidin-1-yl)-1-piperidinyl]-2-propen-1-one NC1=C2C(=NC=N1)N(N=C2C2=CC=C(C=C2)OC2=CC=CC=C2)[C@H]2CN(CCC2)C(C=C)=O